FC(C(=O)O)(F)F.FC(C(=O)O)(F)F.N[C@H](C(=O)NC=1C=CC(=C(C(=O)NCC2=NC3=CC=CC=C3C=C2)C1)C)CN (S)-5-(2,3-diaminopropanamido)-2-methyl-N-(quinolin-2-ylmethyl)benzamide bis(2,2,2-trifluoroacetate)